C(CCC)[Bi](CCCC)S[Bi](CCCC)S[Bi](CCCC)CCCC bis(dibutylbismuthanylsulfanyl)(butyl)bismuthane